kalium manganite [Mn](=O)([O-])[O-].[K+].[K+]